N-methyl-butylpyrrolidine iron tetrachloride salt [Fe](Cl)(Cl)(Cl)Cl.CN1C(CCC1)CCCC